[N+](=O)([O-])C(C)=CCCCCC 2-nitro-2-octene